ClC=1C=CC(=NC1)N1CCC(C1)OCC N1-(5-chloropyridin-2-yl)-4-ethoxypyrrolidine